3-iodo-2-methylindazole-5-carbonitrile IC=1N(N=C2C=CC(=CC12)C#N)C